benzoFuran-2-carboxylic acid ethyl ester C(C)OC(=O)C=1OC2=C(C1)C=CC=C2